3,5-difluoro-4-((6S,8R)-8-methyl-7-(2,2,2-trifluoroethyl)-6,7,8,9-tetrahydro-3H-imidazo[4,5-f]isoquinolin-6-yl)-N-(2-(pyrrolidin-1-yl)ethyl)aniline FC=1C=C(NCCN2CCCC2)C=C(C1[C@H]1N([C@@H](CC2=C3C(=CC=C12)NC=N3)C)CC(F)(F)F)F